[Sn].[Zn].[Li] lithium-zinc-tin